4-amino-N-methyl-N-((3S)-6-(pentafluoro-lambda6-sulfanyl)-2,3-dihydro-1-benzofuran-3-yl)-1,3-dihydrofuro[3,4-c]quinoline-8-carboxamide NC1=NC=2C=CC(=CC2C2=C1COC2)C(=O)N([C@@H]2COC1=C2C=CC(=C1)S(F)(F)(F)(F)F)C